sodium 6-phenyl-hexanoate C1(=CC=CC=C1)CCCCCC(=O)[O-].[Na+]